(4S)-4-benzyl-3-[3-(quinolin-6-yl)propanoyl]-1,3-oxazolidin-2-one C(C1=CC=CC=C1)[C@@H]1N(C(OC1)=O)C(CCC=1C=C2C=CC=NC2=CC1)=O